CC1=CC=C(C=C1)\C=C\1/N=C(OC1=O)C1=CC(=CC=C1)C(F)(F)F (4Z)-4-[(4-methylphenyl)methylidene]-2-[3-(trifluoromethyl)phenyl]-1,3-oxazol-5-one